O=C1OC2=CC(=CC=C2C(=C1)C1=C(C=CC=C1)C)N[C@H](CC(=O)O)C (S)-3-((2-oxo-4-(o-tolyl)-2H-chromen-7-yl)amino)butanoic acid